tert-butyl (2S,4R)-2-[4-[4-[(5-bromo-1-methyl-imidazole-2-carbonyl)amino]-2-methyl-benzoyl]piperazine-1-carbonyl]-4-hydroxy-pyrrolidine-1-carboxylate BrC1=CN=C(N1C)C(=O)NC1=CC(=C(C(=O)N2CCN(CC2)C(=O)[C@H]2N(C[C@@H](C2)O)C(=O)OC(C)(C)C)C=C1)C